[1,4]oxazine-5-carbonitrile O1CC=NC(=C1)C#N